C(C)O[Si](CCCNC(C=1C(C(=O)O)=CC=CC1)=O)(OCC)OCC N-(3-triethoxysilylpropyl)phthalic acid amide